(S)-(1-(4-(4-(4-(5-(1-Amino-1-(4-fluorophenyl)ethyl)pyrimidin-2-yl)piperazin-1-yl)pyrrolo[2,1-f][1,2,4]triazin-6-yl)-1H-pyrazol-1-yl)cyclopropyl)methanol N[C@@](C)(C1=CC=C(C=C1)F)C=1C=NC(=NC1)N1CCN(CC1)C1=NC=NN2C1=CC(=C2)C=2C=NN(C2)C2(CC2)CO